2,5-diamino-phenethyl alcohol NC1=C(CCO)C=C(C=C1)N